2-(2-fluoro-4-(2-oxo-2-((5-(2-oxo-1,2-dihydropyridin-4-yl)benzo[d]thiazol-2-yl)amino)ethyl)phenoxy)nicotinamide FC1=C(OC2=C(C(=O)N)C=CC=N2)C=CC(=C1)CC(NC=1SC2=C(N1)C=C(C=C2)C2=CC(NC=C2)=O)=O